4-((4-chloro-5-(trifluoromethyl)pyrimidin-2-yl)amino)-N-methylbenzenesulfonamide ClC1=NC(=NC=C1C(F)(F)F)NC1=CC=C(C=C1)S(=O)(=O)NC